N2-(2-(1H-1,2,4-triazol-1-yl)ethyl)-N6-(4-fluorobenzyl)pyridine-2,6-diamine N1(N=CN=C1)CCNC1=NC(=CC=C1)NCC1=CC=C(C=C1)F